CC12C3CCC4(C(C(CC4C3CCC2=CC(C=C1)=O)C)C(=O)O)C 10,13,16-trimethyl-3-oxo-6,7,8,9,10,11,12,13,14,15,16,17-dodecahydro-3H-cyclopenta[a]phenanthrene-17-carboxylic acid